[5-(cyclopropylmethoxy)-2-methyl-2H-indazol-3-yl]carboxamide C1(CC1)COC1=CC2=C(N(N=C2C=C1)C)C(=O)N